4-(2-anilinopyrimidin-4-yl)-6-(3-pyridyl)-1H-pyridin-2-one N(C1=CC=CC=C1)C1=NC=CC(=N1)C1=CC(NC(=C1)C=1C=NC=CC1)=O